(7aS,11aS)-9-benzyl-3,3-dimethyl-6,7,7a,8,10,11-hexahydro-2H-oxazolo[2,3-j][1,6]naphthyridin-5-one C(C1=CC=CC=C1)N1C[C@@H]2CCC(N3[C@@]2(CC1)OCC3(C)C)=O